N-vinyl-normal-butylamide C(=C)[N-]CCCC